CC(C)S(=O)(=O)NCCCCCCCCCCCCCCCC(=O)OC Methyl 16-((1-methylethyl)sulfonamido)hexadecanoate